FC1=C(C=CC(=C1)[N+](=O)[O-])N1CCC(CC1)(O)CC(=O)OC(C)(C)C tert-butyl 2-(1-(2-fluoro-4-nitrophenyl)-4-hydroxypiperidin-4-yl)acetate